2-hydroxymethyl-4-methyl-5,7-dihydro-pyrrolo[3,4-b]pyridine-6-carboxylic acid tertbutyl ester C(C)(C)(C)OC(=O)N1CC2=NC(=CC(=C2C1)C)CO